1,2-dimethoxypropane ytterbium [Yb].COCC(C)OC